(R)-1-(5-chloro-2-(2-methylpiperazin-1-yl)pyrimidin-4-yl)-N-(2-(imidazo[1,2-a]pyridin-3-yl)propan-2-yl)azetidine-3-carboxamide ClC=1C(=NC(=NC1)N1[C@@H](CNCC1)C)N1CC(C1)C(=O)NC(C)(C)C1=CN=C2N1C=CC=C2